6-iodo-1H-2,1-benzothiazin-4(3H)-one IC=1C=CC2=C(C(CSN2)=O)C1